6'-(2-(1-(2,2-Difluoroethyl)-1H-pyrazol-4-yl)pyrimidin-4-yl)-N4'-((1s,4s)-4-fluorocyclohexyl)-5-((4-methylpiperazin-1-yl)methyl)-[2,3'-bipyridine]-4',6'-diamine FC(CN1N=CC(=C1)C1=NC=CC(=N1)C1(C=C(C(=CN1)C1=NC=C(C=C1)CN1CCN(CC1)C)NC1CCC(CC1)F)N)F